(S)-4-(tert-Butyldimethylsiloxy)-2,3-dihydro-1H-inden-1-ol O([Si](C)(C)C(C)(C)C)C1=C2CC[C@@H](C2=CC=C1)O